ruthenium(II) triflate [O-]S(=O)(=O)C(F)(F)F.[Ru+2].[O-]S(=O)(=O)C(F)(F)F